COC1=C(C=C(C(=C1)\N=N\C1=CC=C(C=C1)[N+](=O)[O-])OC)/N=N/C1=CC=C(C=C1)N(CCCC(=O)O)C 4-((4-((E)-(2,5-dimethoxy-4-((E)-(4-nitrophenyl)diazenyl)phenyl)diazenyl)phenyl)(methyl)amino)butanoic acid